ClC1=NC=C(C(=N1)NC1=C(C=C(C(=C1)OC)Cl)OC)C 2-Chloro-N4-(4-chloro-2,5-dimethoxyphenyl)-5-methylpyrimidin-4-amine